FC=1C=C(CN2CC=3C(N(N=C(C3CC2)C)CC2=CC=C(C=C2)C(F)(F)F)=O)C=C(C1)F 6-(3,5-difluorobenzyl)-1-methyl-3-(4-(trifluoromethyl)benzyl)-5,6,7,8-tetrahydropyrido[3,4-d]pyridazin-4(3H)-one